disodium dithiobis(1-propanesulfonic acid) C(CCSSCCCS(=O)(=O)O)S(=O)(=O)O.[Na].[Na]